2-{3-[(5-{[2-(2,6-dioxopiperidin-3-yl)-1,3-dioxo-2,3-dihydro-1H-isoindol-4-yl]amino}pentyl)oxy]phenyl}-N-[4-(4-acetamido-3-fluorophenyl)-5-methyl-1,3-thiazol-2-yl]acetamide O=C1NC(CCC1N1C(C2=CC=CC(=C2C1=O)NCCCCCOC=1C=C(C=CC1)CC(=O)NC=1SC(=C(N1)C1=CC(=C(C=C1)NC(C)=O)F)C)=O)=O